(S)-2-(1-acryloyl-pyrrolidin-2-yl)-1-amino-4-(4-((4-ethylpyridin-2-yl)carbamoyl)phenyl)-1H-imidazole-5-carboxamide C(C=C)(=O)N1[C@@H](CCC1)C=1N(C(=C(N1)C1=CC=C(C=C1)C(NC1=NC=CC(=C1)CC)=O)C(=O)N)N